ClC1=C(C=CC=C1)CCNC=1C=CC(=C(C(=O)O)C1)O 5-[2-(2-chloro-phenyl)-ethylamino]-2-hydroxy-benzoic acid